3-(4-(3-fluoro-2-(trifluoromethyl) phenyl) piperidine-1-carbonyl)-6,7-dihydro-1H-pyrazolo[4,3-c]pyridine-5(4H)-carboxylate FC=1C(=C(C=CC1)C1CCN(CC1)C(=O)C1=NNC2=C1CN(CC2)C(=O)[O-])C(F)(F)F